P-(4-(5-(chlorodifluoromethyl)-1,2,4-oxadiazol-3-yl)-2-fluorophenyl)-N-(4-chlorophenyl)-P-methylphosphinic amide ClC(C1=NC(=NO1)C1=CC(=C(C=C1)P(NC1=CC=C(C=C1)Cl)(=O)C)F)(F)F